C(C)(C)C=C(C(=O)O)C.C(C(=C)C)(=O)OC(C)C Isopropyl Methacrylate (isopropyl Methacrylate)